Phenyl-Tetrazine C1(=CC=CC=C1)C=1N=NN=NC1